1-[8-Chloro-6-(4-ethyl-3-pyridyl)cinnolin-3-yl]-3-(2,2,2-trifluoroethyl)urea ClC=1C=C(C=C2C=C(N=NC12)NC(=O)NCC(F)(F)F)C=1C=NC=CC1CC